CN(CCC1(C(C=C(C=C1)NC=1N=C(C2=C(N1)NC=C2)C2=CN(C1=CC=CC=C21)C)NCCF)NCC)C 1-(2-(dimethylamino)ethyl)-N1-ethyl-N2-(2-fluoroethyl)-N4-(4-(1-methyl-1H-indol-3-yl)-7H-pyrrolo[2,3-d]pyrimidin-2-yl)benzene-1,2,4-triamine